O1C=CC2=C1C=CC(=C2)C=2C(=NC(=CN2)CCCOC(F)(F)F)N2CCC(CC2)C(=O)O 1-(3-(benzofuran-5-yl)-6-(3-(trifluoromethoxy)propyl)pyrazin-2-yl)piperidine-4-carboxylic acid